ClC=1C=C2C=C(NC2=CC1C#N)C(OCC)OCC 5-chloro-2-(diethoxymethyl)-1H-indole-6-carbonitrile